[Cl-].CC=1[N+](=CSC1CCO)CC=1C(=NC(=NC1)C)N 4-methyl-3-[(2-methyl-4-amino-5-pyrimidinyl)methyl]-5-(2-hydroxyethyl)thiazolium chloride